C(CCCCCCCC)(=O)OC(CSC1CCCCC1)CCCCCC(CCCCCC(CSC1CCCCC1)OC(CCCCCCCC)=O)=O 1,15-bis(cyclohexylthio)-8-oxopentadecane-2,14-diyl dinonanoate